6-amino-4-chloro-7-(3-methoxy-2,6-dimethylphenyl)-7H-pyrrolo[2,3-d]pyrimidine-5-carbonitrile NC1=C(C2=C(N=CN=C2Cl)N1C1=C(C(=CC=C1C)OC)C)C#N